[N+](=O)([O-])C=1C=NN(C1)[C@@H](C(=O)OC)C methyl (2R)-2-(4-nitro-1H-pyrazol-1-yl)propanoate